nitro-γ-butyrolactone [N+](=O)([O-])C1C(=O)OCC1